O[C@@]1(C(N(CC1)C)=O)C#CC=1C=C(C=CC1)C=1NC(C=2N(C1)C=NC2)=O (R)-6-[3-[2-(3-Hydroxy-1-methyl-2-oxo-pyrrolidin-3-yl)ethynyl]phenyl]-7H-imidazo[1,5-a]pyrazin-8-one